O=C1C2=C(N=C(N1)C1=C(C(=O)O)C=CC=C1)C=CS2 (4-oxo-3,4-dihydrothieno[3,2-d]pyrimidin-2-yl)benzoic acid